C(C)(=O)C1=CC=C(C=C1)/C=C/C(=O)OC(C)(C)C tert-Butyl (E)-3-(4-acetylphenyl)acrylate